Benzyl 3-((((9H-fluoren-9-yl) methoxy) carbonyl) (methyl) amino)-4-morpholino-4-oxobutyrate C1=CC=CC=2C3=CC=CC=C3C(C12)COC(=O)N(C(CC(=O)OCC1=CC=CC=C1)C(=O)N1CCOCC1)C